2-(2,2-difluorocyclopropyl)benzonitrile FC1(C(C1)C1=C(C#N)C=CC=C1)F